2-bromo-6-(4,4-dimethylcyclohex-1-en-1-yl)naphthalene BrC1=CC2=CC=C(C=C2C=C1)C1=CCC(CC1)(C)C